1-adamantyl ((2R,3S,5R)-5-(6-amino-2-fluoro-purin-9-yl)-3-ethoxycarbonyloxy-2-ethynyl-tetrahydrofuran-2-yl)methyl carbonate C(OC12CC3CC(CC(C1)C3)C2)(OC[C@]2(O[C@H](C[C@@H]2OC(=O)OCC)N2C3=NC(=NC(=C3N=C2)N)F)C#C)=O